4-(((2S,4R)-2-methyl-1-propionyl-1,2,3,4-tetrahydroquinolin-4-yl)amino)benzamide C[C@@H]1N(C2=CC=CC=C2[C@@H](C1)NC1=CC=C(C(=O)N)C=C1)C(CC)=O